BrC1=CC(=NC=C1)O[C@H](CC[C@H](C)NC(OC(C)(C)C)=O)C tert-butyl ((2S,5S)-5-((4-bromopyridin-2-yl)oxy)hexan-2-yl)carbamate